(2R)-1-{[1-(6-Chloro-3-fluoropyridin-2-yl)ethyl]amino}propan-2-ol ClC1=CC=C(C(=N1)C(C)NC[C@@H](C)O)F